2-((4-methylphenethyl)amino)pyrimidine-5-carbohydrazide CC1=CC=C(CCNC2=NC=C(C=N2)C(=O)NN)C=C1